COC=1C(=C2C=CNC2=C(C1)C)CN1C(CC2(CC(C2)C#N)CC1)C1=CC=C(C=C1)C(=O)N1CCNCC1 7-((5-methoxy-7-methyl-1H-indol-4-yl)methyl)-6-(4-(piperazine-1-carbonyl)phenyl)-7-azaspiro[3.5]nonane-2-carbonitrile